ammonium bromide chloride [Cl-].[Br-].[NH4+].[NH4+]